C(C)C=1C=CN2CCCCC12 ethyl-5,6,7,8-tetrahydroindolizine